C(C)(C)(C)OC(=O)N1[C@H]2CC[C@@H](C1=O)C2 (1S,4R)-3-oxo-2-azabicyclo[2.2.1]heptane-2-carboxylic acid tert-butyl ester